formate (sec-butyl acetate) C(C)(CC)CC(=O)O.C(=O)O